5-Bromo-1-methyl-3-(pyrazin-2-ylamino)pyridin-2(1H)-one BrC=1C=C(C(N(C1)C)=O)NC1=NC=CN=C1